2-Chloro-5-(1-ethoxyvinyl)-3-fluoropyridine ClC1=NC=C(C=C1F)C(=C)OCC